C[C@@H]1O[C@@H](CN(C1)C1=CC=CC(=N1)C1=NC2=CC(=NC=C2C=C1)CNC(C1=CN=C(C(=C1)S(=O)(=N)CCO)C)=O)C N-((2-(6-((cis)-2,6-dimethylmorpholino)pyridin-2-yl)-1,6-naphthyridin-7-yl)methyl)-5-(2-hydroxyethylsulfonimidoyl)-6-methylnicotinamide